Tert-butyl {8-chloro-1-[trans-4-(morpholin-4-yl)cyclohexyl]-5,6-dihydro-4H-[1,2,4]triazolo[4,3-a][1]benzazepin-5-yl}carbamate ClC=1C=CC2=C(CC(CC=3N2C(=NN3)[C@@H]3CC[C@H](CC3)N3CCOCC3)NC(OC(C)(C)C)=O)C1